BrC1=C(N=C(C=2N1N=CC2C=O)Cl)C 7-bromo-4-chloro-6-methyl-pyrazolo[1,5-a]pyrazine-3-carbaldehyde